COC(=O)C=1N=NC=CC1C 4-methyl-pyridazine-3-carboxylic acid methyl ester